sodium bis(4-t-butylphenyl)phosphite C(C)(C)(C)C1=CC=C(C=C1)OP(OC1=CC=C(C=C1)C(C)(C)C)[O-].[Na+]